COC=1C=2N(N=C(C1)C=1C=C3C(=NC1)C=C(S3)C3CCN(C1(CC1)C3)C(=O)OC(C)(C)C)C=C(N2)C tert-Butyl 7-(6-(8-methoxy-2-methylimidazo[1,2-b]pyridazin-6-yl)thieno[3,2-b]pyridin-2-yl)-4-azaspiro[2.5]octane-4-carboxylate